C(#N)CC(C)(C)C=1N(C2=CC(=CC(=C2C1C1=CC=C(C(=O)O)C=C1)O)F)C1=CC(=C(C=C1)F)C 4-[2-(2-cyano-1,1-dimethyl-ethyl)-6-fluoro-1-(4-fluoro-3-methyl-phenyl)-4-hydroxy-indol-3-yl]Benzoic acid